N-tert-butyl-6-chloro-1-methyl-pyrazolo[3,4-d]Pyrimidin-4-amine C(C)(C)(C)NC1=C2C(=NC(=N1)Cl)N(N=C2)C